tert-butyl 4-(2,4-difluorophenoxy)-2-((3-nitro-2-oxopyridin-1(2H)-yl) methyl)-1H-benzo[d]imidazole-1-carboxylate FC1=C(OC2=CC=CC=3N(C(=NC32)CN3C(C(=CC=C3)[N+](=O)[O-])=O)C(=O)OC(C)(C)C)C=CC(=C1)F